(2S,5S)-2,5-dimethylpiperazine-1,4-dicarboxylic acid 1-(tert-butyl) ester 4-(7-methoxy-4-(1-methyl-3-phenyl-1H-pyrazol-4-yl) quinazolin-6-yl) ester COC1=C(C=C2C(=NC=NC2=C1)C=1C(=NN(C1)C)C1=CC=CC=C1)OC(=O)N1C[C@@H](N(C[C@@H]1C)C(=O)OC(C)(C)C)C